(E)-2-(3,5-dimethylhex-3-en-2-yloxy)-2-methylpropyl cyclopropanecarboxylate C1(CC1)C(=O)OCC(C)(C)OC(C)\C(=C\C(C)C)\C